6-((3-(dimethylamino)propyl)amino)hexyl 2-hexyldecanoate C(CCCCC)C(C(=O)OCCCCCCNCCCN(C)C)CCCCCCCC